COC=1C=C(C=CC1)C1=CC(=C(N=N1)CNC(C(=O)OCC)=O)C ethyl 2-((6-(3-methoxyphenyl)-4-methylpyridazin-3-yl) methylamino)-2-oxoacetate